C(#N)C=1C(=CC(=NC1)NC(=O)N1CCCC2=CC(=C(N=C12)C=O)N1N=C(N=C1)C)NCCOC N-(5-cyano-4-((2-methoxyethyl)amino)pyridin-2-yl)-7-formyl-6-(3-methyl-1H-1,2,4-triazol-1-yl)-3,4-dihydro-1,8-naphthyridine-1(2H)-carboxamide